Cl.CN([C@@H]1C[C@H](C1)N)C1=NC=C(N=C1)C(F)(F)F trans-N1-methyl-N1-(5-(trifluoromethyl)pyrazin-2-yl)cyclobutane-1,3-diamine hydrochloride